(Z)-1-ethyl-3-(hydroxyimino)-8-azabicyclo[3.2.1]octane-8-carboxylic acid tert-butyl ester C(C)(C)(C)OC(=O)N1C2(C\C(\CC1CC2)=N/O)CC